C(C)N(C1=C(C=CC(=C1)OC)[C@H]1CC=2C=CC(=CC2CC1)O)CC1=CC=C(C=C1)CCNCC (R)-6-(2-(ethyl(4-(2-(ethylamino)ethyl)benzyl)amino)-4-methoxyphenyl)-5,6,7,8-tetrahydronaphthalen-2-ol